C(#N)C=1C=NN(C1)C1=CC=C(C=N1)S(=O)(=O)NC=1C=CC=C2C=NN(C12)C 6-(4-CYANO-1H-PYRAZOL-1-YL)-N-(1-METHYL-1H-INDAZOL-7-YL)PYRIDINE-3-SULFONAMIDE